4-cyano-3-(2-(dimethylamino)ethoxy)-N-(6-(2-methoxy-4-(5-methyl-1,2,4-oxadiazol-3-yl)phenyl)pyridin-3-yl)benzamide C(#N)C1=C(C=C(C(=O)NC=2C=NC(=CC2)C2=C(C=C(C=C2)C2=NOC(=N2)C)OC)C=C1)OCCN(C)C